2-isopropyl-4-((4-methoxyphenyl)thio)pyridin-3-amine C(C)(C)C1=NC=CC(=C1N)SC1=CC=C(C=C1)OC